(S)-N-(1-(5-(Benzhydrylamino)pyridin-2-yl)-2,2,2-trifluoroethyl)-N-methylazetidine-3-carboxamide C(C1=CC=CC=C1)(C1=CC=CC=C1)NC=1C=CC(=NC1)[C@@H](C(F)(F)F)N(C(=O)C1CNC1)C